N-(4-((4-(sec-butyl)piperidin-1-yl)sulfonyl)phenyl)-5-formyl-2-(N-methylmethylsulfonamido)benzamide C(C)(CC)C1CCN(CC1)S(=O)(=O)C1=CC=C(C=C1)NC(C1=C(C=CC(=C1)C=O)N(S(=O)(=O)C)C)=O